FC=1C=C(C=C(C1)F)N1[C@H](CN(CC1)C(CCC(=O)C1=CN=C(N1)C)=O)C 1-[(3S)-4-(3,5-difluorophenyl)-3-methyl-piperazin-1-yl]-4-(2-methyl-1H-imidazol-5-yl)butane-1,4-dione